FC(C1=NC2=CC=CC=C2C(=C1)NC1CCC(CC1)NC(=O)C1=NC=CC=C1)(F)F N-[(1s,4s)-4-{[2-(trifluoromethyl)quinolin-4-yl]amino}cyclohexyl]pyridine-2-carboxamide